CC1=CC(=CC2=C1C(=CC(=O)O2)[O-])O The molecule is an organic anion that is the conjugate base of 4,7-dihydroxy-5-methylcoumarin, obtained by deprotonation of the 4-hydroxy group. It is the major microspecies at pH 7.3. It is a conjugate base of a 4,7-dihydroxy-5-methylcoumarin.